C[C@@H]1O[C@@H](CN(C1)CC1=CC(=C2CN(C(C2=C1)=O)C1=CC(=CC=C1)C1(COC1)CC1=NN=CN1C)C(F)(F)F)C 6-(((cis)-2,6-dimethylmorpholino)methyl)-2-(3-(3-((4-methyl-4H-1,2,4-triazol-3-yl)methyl)oxetan-3-yl)phenyl)-4-(trifluoromethyl)isoindolin-1-one